BrC=1C=C2CCC(CC2=CC1)O[Si](C)(C)C(C)(C)C ((6-bromo-1,2,3,4-tetrahydronaphthalen-2-yl)oxy)(tert-butyl)dimethyl-silane